OC1(C2=CC=CC=C2C=2C=CC=CC12)O 9,9-dioxyl-fluorene